4-(4-(1H-imidazol-2-yl)phenoxy)aniline N1C(=NC=C1)C1=CC=C(OC2=CC=C(N)C=C2)C=C1